FC(CO)(F)F.[Na] sodium trifluoroethanol salt